2-(3-(3-((S)-fluoro(4-methyl-4H-1,2,4-triazol-3-yl)methyl)oxetan-3-yl)phenyl)-6-(((S)-2-isopropyl-4-methylpiperazin-1-yl)methyl)-4-(trifluoromethyl)isoindolin-1-one F[C@@H](C1(COC1)C=1C=C(C=CC1)N1C(C2=CC(=CC(=C2C1)C(F)(F)F)CN1[C@H](CN(CC1)C)C(C)C)=O)C1=NN=CN1C